2-amino-[1,2,4]triazolo[1,5-a]pyridin-7-yl-N-(3-(4-chlorophenyl)-3-hydroxypropyl)-2-fluoro-6-methoxybenzamide NC1=NN2C(C=C(C=C2)C=2C(=C(C(=O)NCCC(O)C3=CC=C(C=C3)Cl)C(=CC2)OC)F)=N1